BrC1=C(OCCCSCC2=NNC(N2)=S)C=CC(=C1)Br 3-[(2,4-dibromophenoxypropylsulfanyl)methyl]-1H-1,2,4-triazole-5(4H)-thione